O[C@H]1[C@@H](O[C@@H]([C@H]([C@@H]1O)O)CO)OCCOCCC(C(=O)N)C 2-(2-(((2R,3R,4S,5S,6R)-3,4,5-trihydroxy-6-(hydroxymethyl)tetrahydro-2H-pyran-2-yloxy)ethoxy)ethyl)propanamide